C(C)(C)(C)OC(=O)N[C@H](C(=O)O)CCN(CCCCC1=NC=2NCCCC2C=C1)CCOC (S)-2-((tert-butoxycarbonyl)amino)-4-((2-methoxyethyl)(4-(5,6,7,8-tetrahydro-1,8-naphthyridin-2-yl)butyl)amino)butanoic acid